1-((S)-1-((R or S)-3-(2-(5-fluorothiophen-2-yl)ethyl)-1-(2-(6-methylpyridin-3-yl)propan-2-yl)pyrrolidin-3-yl)ethyl)urea FC1=CC=C(S1)CC[C@@]1(CN(CC1)C(C)(C)C=1C=NC(=CC1)C)[C@H](C)NC(=O)N |o1:8|